CN(C(OC(C)(C)C)=O)[C@@H](C(N[C@@H](CCCC1=CC=CC=C1)B1OC(C(O1)(C)C)(C)C)=O)CCC tert-butyl methyl((R)-1-oxo-1-(((R)-4-phenyl-1-(4,4,5,5-tetramethyl-1,3,2-dioxaborolan-2-yl)butyl)amino)pentan-2-yl)carbamate